C1(=CC=CC=C1)C1=CC=C(C[C@@H](N)C(=O)O)C=C1 4-phenyl-D-phenylalanine